C12CNCC(CC1)N2CC=2C=C1CN(CC1=CC2)C2C(NC(CC2)=O)=O 5-((3,8-diazabicyclo[3.2.1]octan-8-yl)methyl)-2-(2,6-dioxopiperidin-3-yl)isoindoline